FC(CN1N=CC=2C1=NC(=CN2)N2CC(CCC2)C=2SC(=NN2)C=2C=NC(=CC2)C(F)(F)F)F 2-(1-(1-(2,2-difluoroethyl)-1H-pyrazolo[3,4-b]pyrazin-6-yl)piperidin-3-yl)-5-(6-(trifluoromethyl)pyridin-3-yl)-1,3,4-thiadiazole